ClC=1C=C(OCC=O)C=CC1 2-(3-chlorophenoxy)acetaldehyde